CC1(C(=C(C1)C1=C(C=CC=C1)NC(C)=O)C1=CC=C(C=C1)C)C N-(2-(3,3-dimethyl-2-(4-methylphenyl)cyclobut-1-enyl)phenyl)acetamide